ethyl 4-amino-9-(2-((1R,3S,5R)-3-((6-bromopyridin-2-yl) carbamoyl)-2-azabicyclo[3.1.0]hex-2-yl)-2-oxoethyl)-9H-pyrimido[4,5-b]indole-5-carboxylate NC1=NC=NC=2N(C=3C=CC=C(C3C21)C(=O)OCC)CC(=O)N2[C@@H]1C[C@@H]1C[C@H]2C(NC2=NC(=CC=C2)Br)=O